(1-benzyl-1H-1,2,3-triazol-4-yl)pentanoic acid C(C1=CC=CC=C1)N1N=NC(=C1)C(C(=O)O)CCC